C(C1=CC=CC=C1)(C1=CC=CC=C1)=NC=1C(=C2C(=NC1C#N)N(C=C2C=2C=NN(C2)C2OCCCC2)CC)C2=C(C(=CC=C2)OCC2=CC=CC=C2)C 5-(Benzhydrylideneamino)-4-(3-benzyloxy-2-methyl-phenyl)-1-ethyl-3-(1-tetrahydropyran-2-ylpyrazol-4-yl)pyrrolo[2,3-b]pyridine-6-carbonitrile